N-α-chloroacetyl-L-norleucine ClCC(=O)N[C@@H](CCCC)C(=O)O